trans-2-(4-((3-(1-(tert-Butyl)-1H-pyrazol-4-yl)phenyl)((4-(6-(dimethylamino)pyridin-3-yl)bicyclo[2.2.2]octan-1-yl)methyl)carbamoyl)cyclohexyl)acetic acid C(C)(C)(C)N1N=CC(=C1)C=1C=C(C=CC1)N(C(=O)[C@@H]1CC[C@H](CC1)CC(=O)O)CC12CCC(CC1)(CC2)C=2C=NC(=CC2)N(C)C